O=C1NC(CCC1N1C(C2=CC=C(C=C2C1)N1CCN(C2=CC=CC=C12)C)=O)=O N-(2-(2,6-dioxopiperidin-3-yl)-1-oxoisoindolin-5-yl)-4-methyl-3,4-dihydroquinoxaline